5-(dibenzothiophene-4-yl)-8-(4'-phenyl-1,1'-biphenyl-3-yl)-5H,8H-indolo[2,3-c]carbazole C1=CC=C(C=2SC3=C(C21)C=CC=C3)N3C2=CC=CC=C2C2=C3C=CC=3N(C=1C=CC=CC1C23)C=2C=C(C=CC2)C2=CC=C(C=C2)C2=CC=CC=C2